C(#N)C1=NC(=NC(=C1C1=C(C(=NC=C1)Cl)Cl)C)N1CCC2(CC1)[C@@H](C1=CC=CC=C1C2)N[S@](=O)C(C)(C)C (R)-N-((S)-1'-(4-cyano-5-(2,3-dichloropyridin-4-yl)-6-methylpyrimidin-2-yl)-1,3-dihydrospiro[indene-2,4'-piperidin]-1-yl)-2-methylpropan-2-sulfinamide